C(=O)(O)C1=C(C=C(C=C1)NC(=O)C=1C(=C(C(=O)O)C=C(C1)O)O)O 3-(4-carboxy-3-hydroxyphenylaminocarbonyl)-2,5-dihydroxybenzoic acid